O=C1NC(CCC1N1C(C2=CC=CC(=C2C1)NCCCCCCCCCCCCC(=O)O)=O)=O 13-((2-(2,6-dioxopiperidin-3-yl)-1-oxoisoindolin-4-yl)amino)tridecanoic acid